FC(C)(C)C1=NC=CC(=N1)NC=1N=CC2=C(N=CC(=C2C1)C(C)(C)NC)OC N-(2-(2-Fluoropropan-2-yl)pyrimidin-4-yl)-8-methoxy-5-(2-(methylamino)propan-2-yl)-2,7-naphthyridin-3-amine